Fmoc-isonipecotic acid C1CN(CCC1C(=O)O)C(=O)OCC2C3=CC=CC=C3C4=CC=CC=C24